(3R,5R)-5-methyl-1-(1H-1,2,3,4-tetrazol-5-yl)piperidin-3-amine C[C@@H]1C[C@H](CN(C1)C1=NN=NN1)N